3-[5-amino-3-(2,6-dimethyl-1-oxo-pyridin-1-ium-4-yl)pyrazolo[1,5-a]pyrimidin-2-yl]benzonitrile NC1=NC=2N(C=C1)N=C(C2C2=CC([N+](C(=C2)C)=O)C)C=2C=C(C#N)C=CC2